(S)-4-(cyclopropyl(4-(5,6,7,8-tetrahydro-1,8-naphthyridin-2-yl)butyl)amino)-2-((2-methoxypyrimidin-4-yl)amino)butanoic acid C1(CC1)N(CC[C@@H](C(=O)O)NC1=NC(=NC=C1)OC)CCCCC1=NC=2NCCCC2C=C1